6-hydroxybenzo[b]thiophene-2-carboxylic acid OC=1C=CC2=C(SC(=C2)C(=O)O)C1